C(C)OC(=O)C1(CCN(CC1)C(=O)OC(C)(C)C)C(C1=NN(C=N1)C(C1=CC=CC=C1)(C1=CC=CC=C1)C1=CC=CC=C1)O 4-(hydroxy(1-trityl-1H-1,2,4-triazol-3-yl)methyl)piperidine-1,4-dicarboxylic acid 1-(tert-butyl) 4-ethyl ester